(2S,4R)-1-[(2S)-2-amino-3,3-dimethyl-butanoyl]-4-hydroxy-N-[[4-(2-methylimidazol-1-yl)phenyl]methyl]pyrrolidine-2-carboxamide N[C@H](C(=O)N1[C@@H](C[C@H](C1)O)C(=O)NCC1=CC=C(C=C1)N1C(=NC=C1)C)C(C)(C)C